FC1=CC=C(C=C1)C1=C(C=C2CNC(C2=C1)=O)OC1CN(C1)C1=CC=NC=C1 6-(4-fluorophenyl)-5-((1-(pyridin-4-yl)azetidin-3-yl)oxy)isoindolin-1-one